(S)-2-((4-(3-(4-Chloro-2-fluorophenyl)-2,3-dihydrobenzo[b][1,4]dioxin-5-yl-3-d)Piperidin-1-yl)methyl)-1-((1-(fluoromethyl)cyclopropyl)methyl)-1H-benzo[d]imidazole-6-carboxylic acid ClC1=CC(=C(C=C1)[C@@]1(OC2=C(OC1)C=CC=C2C2CCN(CC2)CC2=NC1=C(N2CC2(CC2)CF)C=C(C=C1)C(=O)O)[2H])F